FC1=CC(=C(C=C1)C1=CN=C2SC(=NN21)N2C[C@@]1(CNCC[C@@H]1C2)NC(C)=O)OC N-((3aR,7aR)-2-(5-(4-fluoro-2-methoxyphenyl)imidazo[2,1-b][1,3,4]thiadiazol-2-yl)octahydro-3aH-pyrrolo[3,4-c]pyridin-3a-yl)acetamide